COC1=NC=CC=C1C1=CC=C(C=C1)CCCC(=O)NC=1C=NC=CC1 4-(4-(2-methoxypyridin-3-yl)phenyl)-N-(pyridin-3-yl)butanamide